2-amino-N-[4-[6-[(2R,6S)-2,6-dimethylmorpholin-4-yl]-2-pyridyl]thiazol-2-yl]acetamide NCC(=O)NC=1SC=C(N1)C1=NC(=CC=C1)N1C[C@H](O[C@H](C1)C)C